CCCNS(=O)(=O)CCCC 3-methyl-propane-1-sulfonic acid, 3-propylamide